C(#N)[C@H](C[C@H]1C(NCCC1)=O)NC(=O)[C@H]1N([C@H]2CC([C@@H]1CC2)(F)F)C([C@H](CC2CCC2)NC(C(F)(F)F)=O)=O (1R,3S,4R)-N-[(1S)-1-cyano-2-[(3S)-2-oxo-3-piperidyl]ethyl]-2-[(2S)-3-cyclobutyl-2-[(2,2,2-trifluoroacetyl)amino]propanoyl]-5,5-difluoro-2-azabicyclo[2.2.2]octane-3-carboxamide